TiN titanium [Ti].[Sn]